methyl 2-((1R,5S,6s)-3-(8,8-difluoro-2-(1-methyl-1H-1,2,3-triazol-5-yl)-5,6,7,8-tetrahydroquinazolin-4-yl)-3-azabicyclo[3.1.0]hexan-6-yl)acetate FC1(CCCC=2C(=NC(=NC12)C1=CN=NN1C)N1C[C@@H]2C([C@@H]2C1)CC(=O)OC)F